1,2,3,4,5,6,7-heptafluorocubane FC12C3(C4(C5(C3(C1(C5(C24)F)F)F)F)F)F